5-(1-(methoxyimino)ethyl-7-(thiazol-2-yl)-4-(trifluoromethoxy)benzo[d]oxazol-2-yl)-3,6-diazabicyclo[3.1.1]heptane-6-carboxylate CON=C(C)C=1C=C(C2=C(N=C(O2)C23CNCC(N2C(=O)[O-])C3)C1OC(F)(F)F)C=1SC=CN1